2,6,6-tetramethyl-4-oxopiperidine CC1(CC(=O)CC(N1)(C)C)C